NC=1NC(=NN1)N(C1=CC(=C(C=C1)F)F)CCCO 3-(N-(5-amino-4H-1,2,4-triazol-3-yl)-3,4-difluoro-anilino)propan-1-ol